N-(4-(4-(6-(4,4-difluoropiperidin-1-yl)pyridin-2-yl)-1H-1,2,3-triazol-1-yl)-3-(6-azaspiro[2.5]oct-6-yl)phenyl)-2-hydroxyethane-1-sulfonamide FC1(CCN(CC1)C1=CC=CC(=N1)C=1N=NN(C1)C1=C(C=C(C=C1)NS(=O)(=O)CCO)N1CCC2(CC2)CC1)F